(D)-mannitol C([C@@H](O)[C@@H](O)[C@H](O)[C@H](O)CO)O